(4S)-3-[6-[5-[[tert-butyl(dimethyl)silyl]oxymethyl]-5-methyl-2-methylsulfanyl-6H-pyrrolo[2,3-d]pyrimidin-7-yl]-2-pyridyl]-4-methyl-oxazolidin-2-one [Si](C)(C)(C(C)(C)C)OCC1(CN(C=2N=C(N=CC21)SC)C2=CC=CC(=N2)N2C(OC[C@@H]2C)=O)C